5-chloro-4-((3aR,6aS)-5-(isoxazol-5-yl)-3a,6a-dimethylhexahydropyrrolo[3,4-c]pyrrol-2(1H)-yl)-N-(1-methyl-1H-pyrazol-4-yl)pyrimidin-2-amine ClC=1C(=NC(=NC1)NC=1C=NN(C1)C)N1C[C@]2(CN(C[C@]2(C1)C)C1=CC=NO1)C